2-(2-(2-Chloropyrimidin-4-yl)-4-oxo-6,7-dihydrothieno[3,2-c]pyridin-5(4H)-yl)propionic acid tert-butyl ester C(C)(C)(C)OC(C(C)N1C(C2=C(CC1)SC(=C2)C2=NC(=NC=C2)Cl)=O)=O